tert-Butyl(1-(2-chloro-6-(6-(3-((4-methyl-4H-1,2,4-triazol-3-yl) methyl)-oxetan-3-yl)-1-oxoisoindolin-2-yl)pyridin-4-yl)-5,8,11-trioxa-2-azatridecan-13-yl)-carbamate C(C)(C)(C)OC(NCCOCCOCCOCCNCC1=CC(=NC(=C1)N1C(C2=CC(=CC=C2C1)C1(COC1)CC1=NN=CN1C)=O)Cl)=O